Methyl (S)-3-(3-((R)-1-amino-7-((2-((tert-butyldiphenylsilyl)oxy)ethyl)sulfonyl)-2,6,6-trimethyl-1-oxoheptan-2-yl)phenyl)-2-methylpropanoate NC([C@@](CCCC(CS(=O)(=O)CCO[Si](C1=CC=CC=C1)(C1=CC=CC=C1)C(C)(C)C)(C)C)(C)C=1C=C(C=CC1)C[C@@H](C(=O)OC)C)=O